FC(OC1=CC=C(C=C1)C1=CC(=CC=2CCOC21)N)(F)F 7-(4-(trifluoromethoxy)phenyl)-2,3-dihydrobenzofuran-5-amine